ClCC(CC1(N([C@H]2C[C@H]2C1)C(=O)OC(C)(C)C)C(=O)OC)=C 2-(tert-butyl) 3-methyl (1S,5S)-3-(2-(chloromethyl) allyl)-2-azabicyclo[3.1.0]hexane-2,3-dicarboxylate